CC1(CC=C(CC1)C=1C=CC=C2C=C(C=NC12)C(=O)NCCCNS(=O)(=O)C)C 8-(4,4-dimethylcyclohex-1-en-1-yl)-N-(3-(methylsulfonamido)propyl)quinoline-3-carboxamide